C(C)(C)(C)OC(=O)N1CC(CC1)CNC(C)C 3-((isopropylamino)methyl)pyrrolidine-1-carboxylic acid tert-butyl ester